(S)-8-(6-((1-(4-fluorophenyl)-4-methyl-1H-1,2,3-triazol-5-yl)methoxy)pyridazin-3-yl)octahydro-1H-pyrazino[1,2-a]pyrazin-1-one FC1=CC=C(C=C1)N1N=NC(=C1COC1=CC=C(N=N1)N1C[C@@H]2N(CCNC2=O)CC1)C